NC=1C(=NC(=NC1)C1=CC(=CC=C1C(N[C@@H](CCC(=O)[O-])C(=O)O)=O)NCC1CNC2=NC(N)=NC(=O)C2=N1)N.N1(N=NC2=C1N=CC=C2)OC(=[N+](C)C)N(C)C 2-(1H-7-Azabenzotriazol-1-yl)-1,1,3,3-tetramethyl-uronium diaminopyrimidinedihydrofolate